((6-chloropyrido[3,2-c]Pyridazin-3-yl)methyl)carbamic acid tert-butyl ester C(C)(C)(C)OC(NCC1=CC2=C(N=N1)C=CC(=N2)Cl)=O